C(CCC(=O)[O-])(=O)OCCCC monobutyl succinate